2-(1H-imidazol-1-yl)-N-(4-methylcyclohexyl)isonicotinamide N1(C=NC=C1)C=1C=C(C(=O)NC2CCC(CC2)C)C=CN1